O=C1NC(CCC1N1C(N(C2=C1C=CC(=C2)N2CCC(CC2)C=O)C)=O)=O 1-[1-(2,6-dioxo-3-piperidyl)-3-methyl-2-oxo-benzimidazol-5-yl]Piperidine-4-carbaldehyde